trans-(4-(6-chloro-3,4-dihydro-2H-benzo[b][1,4]oxazine-2-carboxamido)cyclohexyl)methyl-carbamic acid tert-butyl ester C(C)(C)(C)OC(NC[C@@H]1CC[C@H](CC1)NC(=O)C1CNC2=C(O1)C=CC(=C2)Cl)=O